BrC=1C=2N(C=C(C1)C(F)F)C=C(N2)\C=N\[S@](=O)C(C)(C)C (R,E)-N-((8-bromo-6-(difluoromethyl)imidazo[1,2-a]pyridin-2-yl)methylene)-2-methylpropane-2-sulfinamide